((5-(2-fluoro-6-methylphenyl)benzo[d]thiazol-2-yl)carbamoyl)cyclopropane-1-carboxylic acid methyl ester COC(=O)C1(CC1)C(NC=1SC2=C(N1)C=C(C=C2)C2=C(C=CC=C2C)F)=O